(S)-N-(3,3-dimethyl-4-phenylbutan-2-yl)-1-methyl-5-oxo-4,5-dihydro-1H-1,2,4-triazole-3-carboxamide CC([C@H](C)NC(=O)C1=NN(C(N1)=O)C)(CC1=CC=CC=C1)C